(2S,3S,5R)-5-(6-amino-2-fluoro-purin-9-yl)-3-[tert-butyl(dimethyl)silyl]oxy-4,4-dideuterio-2-ethynyl-tetrahydrofuran-2-carboxylic acid NC1=C2N=CN(C2=NC(=N1)F)[C@H]1C([C@@H]([C@](O1)(C(=O)O)C#C)O[Si](C)(C)C(C)(C)C)([2H])[2H]